NCC1=NNC(C2=CC=C(C=C12)C1(CC1)C(=O)N(C1CCCC=2C=CC=NC12)CC1=NC=C(C=C1)C1=C(C=CC=C1Cl)Cl)=O 1-(4-(aminomethyl)-1-oxo-1,2-dihydrophthalazin-6-yl)-N-((5-(2,6-dichlorophenyl)pyridin-2-yl)methyl)-N-(5,6,7,8-tetrahydroquinolin-8-yl)cyclopropane-1-carboxamide